CN1C(C(=C(C2=CC=CC=C12)N1CCC(CC1)C=1OC2=C(N1)C=C(C=C2)C(C)C)C#N)=O 1-Methyl-2-oxo-4-{4-[5-(prop-2-yl)-1,3-benzoxazol-2-yl]piperidin-1-yl}-1,2-dihydroquinoline-3-carbonitrile